FC1=C2C(C=C(N(C2=CC(=C1)C1=NC(=NC=C1F)N[C@H]1[C@@H](COCC1)O)C(C)C)C(=O)O)=O 5-fluoro-7-(5-fluoro-2-(((3s,4r)-3-hydroxytetrahydro-2H-pyran-4-yl)amino)pyrimidin-4-yl)-1-isopropyl-4-oxo-1,4-dihydroquinoline-2-carboxylic acid